1-caproyloxy-pyrene-3,6,8-trisulfonic acid trisodium salt [Na+].[Na+].[Na+].C(CCCCC)(=O)OC1=CC(=C2C=CC=3C(=CC(=C4C=CC1=C2C34)S(=O)(=O)[O-])S(=O)(=O)[O-])S(=O)(=O)[O-]